N1C=NC2=C1C=CC(=C2)N2C(OC[C@@H]2C2=CC=C(C=C2)OCCCC(F)F)=O (S)-3-(1H-benzo[d]imidazol-5-yl)-4-(4-(4,4-difluoro-butoxy)phenyl)oxazolidin-2-one